C(C=C)(=O)OCCCCOC1=CC(=C(C(=O)OC2=CC(=C(C=C2)OC(C2=CC=C(C=C2)OCCCCOC(C=C)=O)=O)OC)C=C1C)C 4-({4-[4-(acryloyloxy)butoxy]benzoyl}oxy)-3-methoxyphenyl 4-[4-(acryloyloxy)-butoxy]-2,5-dimethylbenzoate